C1N(CC12CCC2)C2=C(C=C(C=C2)C=2[C@@H](NC(NN2)=O)C)C(F)(F)F (5S)-6-[4-(2-azaspiro[3.3]hept-2-yl)-3-(trifluoromethyl)phenyl]-5-methyl-4,5-dihydro-1,2,4-triazin-3(2H)-one